FC1=C(C=C(C=C1)F)C1=C(C=C(N=N1)NC1C[C@@H]2[C@@H](CN(C2)C([2H])([2H])C2CCOCC2)C1)C (3aR,5s,6aS)-N-(6-(2,5-difluorophenyl)-5-methylpyridazin-3-yl)-2-((tetrahydro-2H-pyran-4-yl)methyl-d2)octahydrocyclopenta[c]pyrrol-5-amine